BrC1=CC(=C(C=C1[N+](=O)[O-])NC(OC)=O)F methyl (4-bromo-2-fluoro-5-nitrophenyl)carbamate